tert-butyl (2R,4S)-4-[6-chloro-8-[2-(hydroxymethyl)thieno[3,2-b]pyridin-7-yl]-3,4-dihydro-2H-quinolin-1-yl]-2-(1-hydroxy-1-methyl-ethyl)pyrrolidine-1-carboxylate ClC=1C=C2CCCN(C2=C(C1)C1=C2C(=NC=C1)C=C(S2)CO)[C@H]2C[C@@H](N(C2)C(=O)OC(C)(C)C)C(C)(C)O